16-((3-((1r,4r)-4-(4-chlorophenyl)cyclohexyl)-1,4-dioxo-1,4-dihydronaphthalen-2-yl)oxy)hexadecanoic acid ClC1=CC=C(C=C1)C1CCC(CC1)C1=C(C(C2=CC=CC=C2C1=O)=O)OCCCCCCCCCCCCCCCC(=O)O